C(C)(C)(C)OC(=O)N1C(CC(CC1)N1CC(CCC1)C1=CC=CC=C1)(C)C.CC1(N(CCC(C1)N1CC(CCC1)C1=CC=CC=C1)C(=O)NCCCCC1=CC=CC=C1)C 2,2-Dimethyl-N-(4-phenylbutyl)-4-(3-phenyl-1-piperidyl)piperidine-1-carboxamide tert-Butyl-2,2-dimethyl-4-(3-phenyl-1-piperidyl)piperidine-1-carboxylate